FC(CC1=CC=C(C=C1)CC(C)(C)C)(F)F 2,2,2-trifluoro-1-(4-neopentylphenyl)ethan